[C-]1(C=CC=C1)CO.[CH-]1C=CC=C1.[Fe+2] Ferrocenmethanol